S1C=NC2=C1C=CC(=C2)C(NC(=O)[C@@H]2[C@H]1C([C@H]1CN2C([C@H]([C@@H](C)OC(C)(C)C)NC(C(F)(F)F)=O)=O)(C)C)C#N (1R,2S,5S)-N-(benzo[d]thiazol-5-yl(cyano)methyl)-3-((2S,3R)-3-(tert-butoxy)-2-(2,2,2-trifluoroacetamido)butanoyl)-6,6-dimethyl-3-azabicyclo[3.1.0]hexane-2-carboxamide